N-[3-(1,5-dimethyl-6-oxopyridin-3-yl)-4-(4-cis-hydroxycyclohexyl)oxyphenyl]methanesulfonamide CN1C=C(C=C(C1=O)C)C=1C=C(C=CC1OC1(CCCCC1)O)NS(=O)(=O)C